BrCCOCCBr bis(2-bromoethyl)ether